FC(C1=CC=C(C=C1)NC=1SC=C(N1)C1=CC=C(C=C1)[N+](=O)[O-])(F)F 2-(4-trifluoromethylphenylamino)-4-(4-nitrophenyl)thiazole